S(=O)(=O)(O)O.OCCC1=C(C=CC(=C1)N)NCCO 2,N-bis(2-hydroxyethyl) p-phenylenediamine sulfate